CNC1=CC=C(C=C1)C=1OC(=NN1)C1=CC=C(C=C1)NC 2,5-di(4-methylaminophenyl)-1,3,4-oxadiazole